5-Methoxy-N-[2-(1-Methyl-6-oxo-1,6-dihydropyridazin-3-yl)-1,3-benzoxazol-5-yl]pyridine-3-carboxamide COC=1C=C(C=NC1)C(=O)NC=1C=CC2=C(N=C(O2)C2=NN(C(C=C2)=O)C)C1